(R)-1-(3-(6-chloro-3-(1H-imidazol-1-yl)-5-methoxy-1-methyl-1H-pyrrolo[3,2-b]-pyridin-2-yl)-1H-1,2,4-triazol-5-yl)-N,N-dimethylethan-1-amine ClC=1C=C2C(=NC1OC)C(=C(N2C)C2=NNC(=N2)[C@@H](C)N(C)C)N2C=NC=C2